arachidyl-diethylmethyl-ammonium chloride [Cl-].C(CCCCCCCCCCCCCCCCCCC)[N+](C)(CC)CC